4-((8-Fluoroquinolin-4-yl)amino)piperidine-1-carboxylic acid tert-butyl ester C(C)(C)(C)OC(=O)N1CCC(CC1)NC1=CC=NC2=C(C=CC=C12)F